5-Amino-1-phenyl-1H-pyrazole-4-carbonitrile NC1=C(C=NN1C1=CC=CC=C1)C#N